BrC=1N=C2C(=NC1)N(C(N2CC)=O)C2COC2 5-bromo-3-ethyl-1-(oxetan-3-yl)-1,3-dihydro-2H-imidazo[4,5-b]pyrazin-2-one